CCCCOC(C(=O)[O-])C 4-butoxypropionate